5-fluoro-1-trityl-1H-indazol-6-amine FC=1C=C2C=NN(C2=CC1N)C(C1=CC=CC=C1)(C1=CC=CC=C1)C1=CC=CC=C1